ClC1=C(C=C(C=C1)F)C1N(C(CC1CN1C(C2=CC=CC=C2C1=O)=O)=O)CC1=CC=C(C=C1)OC 2-{[2-(2-chloro-5-fluorophenyl)-1-[(4-methoxyphenyl)methyl]-5-oxopyrrolidin-3-yl]methyl}-2,3-dihydro-1H-isoindole-1,3-dione